C1(CC1)CNC1=CC=C(C=N1)N1C[C@H](CCC1)NCC1=CN2C3=C(C(=C(C=C3C1=O)F)F)SCC2 (S)-6-(((1-(6-((cyclopropylmethyl)amino)pyridin-3-yl)piperidin-3-yl)amino)methyl)-9,10-difluoro-2,3-dihydro-7H-[1,4]thiazino[2,3,4-ij]quinolin-7-one